NC=1C=2N(C3=CC(=C(C=C3N1)F)C(=O)OC)C=NC2C methyl 4-amino-7-fluoro-3-methylimidazolo[1,5-a]quinoxalin-8-carboxylate